C1(CCC1)C1=CC(=NC(=N1)C1=CN=CN1C)C(=O)NC1CCC(CC1)OC 6-Cyclobutyl-N-((1r,4r)-4-methoxycyclohexyl)-2-(1-methyl-1H-imidazol-5-yl)pyrimidine-4-carboxamide